2-((4-(methoxy-2,2-dimethyl-3-phenyl-chroman-4-yl)-phenoxy)-ethyl)-pyrrolidine COC1(C(OC2=CC=CC=C2C1C1=CC=C(OCCC2NCCC2)C=C1)(C)C)C1=CC=CC=C1